FC1=C(C=CC(=C1)F)N1N=C(C2=CC(=CC=C2C1=O)F)C=1C=C(C=CC1)S(=O)(=O)N(C)C 3-(3-(2,4-difluorophenyl)-7-fluoro-4-oxo-3,4-dihydro-phthalazin-1-yl)-N,N-dimethyl-benzenesulfonamide